1-(5-(azetidin-1-yl)-7-cyanobenzo[b]thiophen-2-yl)-1H-pyrazole-4-carboxylic acid ethyl ester C(C)OC(=O)C=1C=NN(C1)C1=CC2=C(S1)C(=CC(=C2)N2CCC2)C#N